C(C)(C)(C)OC(=O)N[C@@H](CC(=O)OCC)C=1C=C(C=C(C1F)C)C1=C(C(=CC=C1C)OC)C (S)-ethyl 3-(tert-butoxycarbonylamino)-3-(4-fluoro-3'-methoxy-2',5,6'-trimethylbiphenyl-3-yl)propanoate